3-((3,4-dichloroisothiazol-5-yl)methoxy)benzo[d]isothiazole-1,1-dioxide ClC1=NSC(=C1Cl)COC1=NS(C2=C1C=CC=C2)(=O)=O